4-{2-chloro-3-[(3,5-dimethyl-1H-pyrazole-1-yl)methyl]-4-(methylsulfonyl)benzoyl}-1,3-dimethyl-1H-pyrazol-5-yl-1,3-dimethyl-1H-pyrazole-4-carboxylate ClC1=C(C(=O)C=2C(=NN(C2C2=C(C(=NN2C)C)C(=O)[O-])C)C)C=CC(=C1CN1N=C(C=C1C)C)S(=O)(=O)C